C(C)(C)(C)C1=NN(C(=C1)C(=O)O)CC1=CC(=CC(=C1)Cl)Cl 3-tert-butyl-1-[(3,5-dichlorophenyl)methyl]-1H-pyrazole-5-carboxylic acid